4-methyl-1,2,3,6-tetrahydropyridine-6-carboxamide CC=1CCNC(C1)C(=O)N